N[C@H](C(=O)NCCCCCCNCC1=CC(=C(C(=C1)C)C=1N=CN(C1C1=CC=NC2=CC(=CC=C12)F)C)C)CCCNC(=N)N (S)-2-amino-N-(6-((4-(5-(7-fluoroquinolin-4-yl)-1-methyl-1H-imidazol-4-yl)-3,5-dimethylbenzyl)amino)hexyl)-5-guanidinopentanamide